N,N-dimethyl-2-(pyridin-3-yloxy)ethanamine CN(CCOC=1C=NC=CC1)C